(1S,2R,6S,Z)-9-(benzyloxy)-2,6-dimethyl-8,10-dioxo-N-(2,4,6-trifluorobenzyl)3,6,8,10-tetrahydro-2H-1,7-methanopyrido[1,2-b][1,2,5]triazecine-11-carboxamide C(C1=CC=CC=C1)OC=1C(C(=CN2N3[C@@H](C\C=C/[C@@H](N(C(C21)=O)C3)C)C)C(=O)NCC3=C(C=C(C=C3F)F)F)=O